C1(CC1)CC1=C(OC2=C1C=CC=C2N[C@@H]2[C@@H](CN(CC2)C)F)C#CC 3-(3-(cyclopropylmethyl)-7-(((3R,4S)-3-fluoro-1-methylpiperidin-4-yl)amino)benzofuran-2-yl)prop-2-yn